(S,E)-N-((3-Chloro-5-((dimethylamino)methyl)pyridin-2-yl)methylene)-2-methylpropane-2-sulfinamide ClC=1C(=NC=C(C1)CN(C)C)\C=N\[S@@](=O)C(C)(C)C